C1(CC1)C1=C(C=C2CCN(CC2=C1)CC)NC1=NC=C(C(=N1)C1=CC2=C(C(N(CCS2(=O)=O)C2COC2)=O)S1)C(F)(F)F 7-(2-((7-cyclopropyl-2-ethyl-1,2,3,4-tetrahydroisoquinolin-6-yl)amino)-5-(trifluoromethyl)pyrimidin-4-yl)-4-(oxetan-3-yl)-3,4-dihydrothieno[2,3-f][1,4]thiazepin-5(2H)-one 1,1-dioxide